1-acetyl-3-(((2-chlorophenyl)sulfonyl)methyl)-3-methyl-5-phenyl-1,3-dihydro-2H-pyrrol-2-one C(C)(=O)N1C(C(C=C1C1=CC=CC=C1)(C)CS(=O)(=O)C1=C(C=CC=C1)Cl)=O